3-((2,3-difluorobenzyl)amino)-7,8,8a,9-tetrahydropyrrolo[1',2':3,4]imidazo[1,2-c]pyrimidin-1(6H)-one FC1=C(CNC=2C=C3N(C(N2)=O)CC2N3CCC2)C=CC=C1F